ethanamine hydrobromide salt Br.C(C)N